OC[C@@H]1N(C[C@@H]([C@H]([C@@H]1O)O)O)CCC1=C(C=CC=C1)C (2S,3R,4R,5S)-2-(hydroxymethyl)-1-(2-methylphenylethyl)piperidine-3,4,5-triol